2-Methyl-5-(3-(trifluoromethyl)phenyl)-N-(3-(2-(dimethylamino)propyl)-1,2,4-thiadiazol-5-yl)Thiophene-3-carboxamide CC=1SC(=CC1C(=O)NC1=NC(=NS1)CC(C)N(C)C)C1=CC(=CC=C1)C(F)(F)F